{4-[(2S)-4-carbamoyl-2-[(2S)-2-({[(9H-fluoren-9-yl)methoxy]carbonyl}amino)-4-methylpentanamido]butanamido]phenyl}methyl 4-nitrophenyl carbonate C(OCC1=CC=C(C=C1)NC([C@H](CCC(N)=O)NC([C@H](CC(C)C)NC(=O)OCC1C2=CC=CC=C2C=2C=CC=CC12)=O)=O)(OC1=CC=C(C=C1)[N+](=O)[O-])=O